sodium (S)-(4-(1-(2-(6-fluoro-1H-indole-3-carbonyl)thiazol-4-yl)propoxy)-4-oxobutyl)phosphonate FC1=CC=C2C(=CNC2=C1)C(=O)C=1SC=C(N1)[C@H](CC)OC(CCCP([O-])([O-])=O)=O.[Na+].[Na+]